C(CC)N[C@@H](CCO)C(=O)O N-propylhomoserin